C(CCCCCCCCCC=CCCCCCCCC)(=O)OCCCCCCCCCCCCCCCCCCCCCCCCCCCCCCCCO 32-hydroxydotriacontyl eicos-11-enoate